BrC=1C=C2C(=C(N(C2=CC1)CC)C=1C(=NC=CC1)[C@H](C)OC)CC(CO[Si](C1=CC=CC=C1)(C1=CC=CC=C1)C(C)(C)C)(C)C (S)-5-bromo-3-(3-((tert-butyldiphenylsilyl)oxy)-2,2-dimethylpropyl)-1-ethyl-2-(2-(1-methoxyethyl)pyridin-3-yl)-1H-indole